2-(2,6-dioxopiperidin-3-yl)-4-(((1-(1-(2-hydroxyacetyl)piperidin-4-yl)-1H-pyrazol-4-yl)methyl)amino)isoindoline-1,3-dione O=C1NC(CCC1N1C(C2=CC=CC(=C2C1=O)NCC=1C=NN(C1)C1CCN(CC1)C(CO)=O)=O)=O